tert-Butyl((1R,3S)-3-((6-(([1,1'-biphenyl]-4-ylmethyl)amino)-9-isopropyl-9H-purin-2-yl)amino)cyclopentyl)carbamate C(C)(C)(C)OC(N[C@H]1C[C@H](CC1)NC1=NC(=C2N=CN(C2=N1)C(C)C)NCC1=CC=C(C=C1)C1=CC=CC=C1)=O